1-(1-(2-(Benzo[d]thiazol-2-yl)-4-hydroxypyrrolidin-1-yl)-3-methyl-1-oxobutan-2-yl)-N,N-dimethyl-1H-1,2,3-triazole-4-carboxamide S1C(=NC2=C1C=CC=C2)C2N(CC(C2)O)C(C(C(C)C)N2N=NC(=C2)C(=O)N(C)C)=O